C(C1=CC=CC=C1)OC=1C(=C(C=2CC(CCC2C1)=O)F)N1CC(NS1(=O)=O)=O 5-[3-(benzyloxy)-1-fluoro-7-oxo-5,6,7,8-tetrahydronaphthalen-2-yl]-1λ6,2,5-thiadiazolidine-1,1,3-trione